[K].[K].[C@@H]1([C@H](O)[C@H](O)[C@@H](COP(=O)(O)O)O1)N1C=NC=2C(=O)NC(N)=NC12 5'-guanylic acid dipotassium